4-Amino-2-fluorobenzotrifluoride NC1=CC(=C(C=C1)C(F)(F)F)F